4-(pyridin-4-yl)-2,6-di-p-tolylpyrylium bis(tetrafluoroborate) F[B-](F)(F)F.F[B-](F)(F)F.N1=CC=C(C=C1)C1=CC(=[O+]C(=C1)C1=CC=C(C=C1)C)C1=CC=C(C=C1)C.N1=CC=C(C=C1)C1=CC(=[O+]C(=C1)C1=CC=C(C=C1)C)C1=CC=C(C=C1)C